C(C)(C)OC1=CC=2N(C=C1C(=O)NC=1C(N(C=CC1)C1C(C1)C)=O)C=C(N2)[C@@]21CO[C@@](CC2)(C1)C 7-isopropoxy-2-((1s,4r)-1-methyl-2-oxabicyclo[2.2.1]hept-4-yl)-N-(1-(2-methylcyclopropyl)-2-oxo-1,2-dihydropyridin-3-yl)imidazo[1,2-a]pyridine-6-carboxamide